5-bromo-3-(1-(1-(benzenesulfonyl)azetidin-3-yl)-1H-pyrazol-4-yloxy)pyrazin-2-amine BrC=1N=C(C(=NC1)N)OC=1C=NN(C1)C1CN(C1)S(=O)(=O)C1=CC=CC=C1